N-[3,5-difluoro-4-[3'-(3-hydroxyoxetan-3-yl)-6'-oxo-spiro[cyclopropane-1,5'-imidazo[1,2-a]imidazole]-7'-yl]phenyl]pyridine-2-carboxamide FC=1C=C(C=C(C1N1C(C2(N3C1=NC=C3C3(COC3)O)CC2)=O)F)NC(=O)C2=NC=CC=C2